C(C1=CC=CC=C1)OCC1(CC(NCC1)=O)C(=O)NCC(C)C 4-((benzyloxy)methyl)-N-isobutyl-2-oxopiperidine-4-carboxamide